N-(4-((3-chloro-2-fluorophenyl)amino)-5-methyl-quinazolin-6-yl)-3-(1-methyl-pyrrolidin-2-yl)acrylamide (S)-2,3-Dihydro-1H-inden-2-yl-4-(piperidin-3-yl)phenylcarbamate C1C(CC2=CC=CC=C12)OC(NC1=CC=C(C=C1)[C@H]1CNCCC1)=O.ClC=1C(=C(C=CC1)NC1=NC=NC2=CC=C(C(=C12)C)NC(C=CC1N(CCC1)C)=O)F